(4-fluorobenzyl)(methyl)((4-(5-(trifluoromethyl)-1,2,4-oxadiazol-3-yl)phenyl)imino)-λ6-sulfanone FC1=CC=C(CS(=O)(=NC2=CC=C(C=C2)C2=NOC(=N2)C(F)(F)F)C)C=C1